N-[3-fluoro-4-({6-methoxy-7-[3-(oxetan-3-ylamino)propoxy]quinolin-4-yl}oxy)phenyl]-5-(4-fluorophenyl)-6-oxo-2,3,5,6-tetrahydrofuro[3,2-c]pyridine-7-carboxamide FC=1C=C(C=CC1OC1=CC=NC2=CC(=C(C=C12)OC)OCCCNC1COC1)NC(=O)C1=C2C(=CN(C1=O)C1=CC=C(C=C1)F)CCO2